1'-cyclopropyl-5',6'-difluoro-5-nitro-1'H-1,2'-biphenyl C1(CC1)C1C(=CC=C(C1F)F)C1=CC=CC(=C1)[N+](=O)[O-]